2-(2-((4-chlorobenzyl)thio)-5-methyl-1H-pyrrol-1-yl)pyridine ClC1=CC=C(CSC=2N(C(=CC2)C)C2=NC=CC=C2)C=C1